CC1(CCC1)C(=O)N1CCC(CC1)N1N=CC(=C1)SSC=1C=NN(C1)C1CCN(CC1)C(=O)C1(CCC1)C [4-[4-[[1-[1-(1-methylcyclobutanecarbonyl)-4-piperidyl]pyrazol-4-yl]disulfanyl]pyrazol-1-yl]-1-piperidyl]-(1-methyl-cyclobutyl)methanone